CCCCCCCC/C=C/CCCCCCCC(=O)OC[C@H](COP(=O)([O-])OCC[N+](C)(C)C)OC(=O)C 1-(9E-octadecenoyl)-2-acetyl-sn-glycero-3-phosphocholine